tert-butyl (E)-4-(5-methoxy-5-oxopent-3-en-1-yl)piperidine-1-carboxylate COC(/C=C/CCC1CCN(CC1)C(=O)OC(C)(C)C)=O